COC(CCCCCCC(CCCCCCCCCC)N(C(CCCN(C)C)=O)CCCCC=C(C(=O)OCC)F)=O.CN(CCCC(=O)N(CCCCCC(C(=O)OCC)F)C(CCCCC=CC(=O)OC)CCCCCCCCCC)C methyl 8-[4-(dimethylamino)-N-(7-ethoxy-6-fluoro-7-oxoheptyl)butanamido]octadecenoate Methyl-8-[4-(dimethylamino)-N-(7-ethoxy-6-fluoro-7-oxohept-5-en-1-yl)butanamido]octadecanoate